(1r,3r)-3-((5-(2,6-dichloro-4-(6-(difluoromethyl)-3,5-dioxo-4,5-dihydro-1,2,4-triazin-2(3H)-yl)phenoxy)-2-hydroxyphenyl)sulfonamido)-N-methylcyclobutane-1-carboxamide ClC1=C(OC=2C=CC(=C(C2)S(=O)(=O)NC2CC(C2)C(=O)NC)O)C(=CC(=C1)N1N=C(C(NC1=O)=O)C(F)F)Cl